8-bromo-2-(2-(3,5-difluorophenoxy)acetyl)-1,3,4,12a-tetrahydrobenzo[e]pyrazino[1,2-a][1,4]diazepine-6,12(2H,11H)-dione BrC1=CC2=C(NC(C3N(C2=O)CCN(C3)C(COC3=CC(=CC(=C3)F)F)=O)=O)C=C1